ClC(C(C1=CC(=C(C=C1)Cl)Cl)CC(=O)[O-])(Cl)Cl 2,2,2-trichloro-1-(3,4-dichlorophenyl)ethylacetate